FC=1C=C(C=CC1F)OB(O)O (3,4-difluorophenyl)boric acid